butyl 2-methacrylate CCCCOC(=O)C(=C)C